5-bromo-7,7,9-triphenyl-7H-benzo[c]fluorene BrC1=CC=2C(C=3C=C(C=CC3C2C2=C1C=CC=C2)C2=CC=CC=C2)(C2=CC=CC=C2)C2=CC=CC=C2